COCOC=1C(=CC2=CN(N=C2C1C)C)C1=CC(=C2C=C(C=NC2=N1)N1C[C@H](N([C@H](C1)C)C(=O)OC(C)(C)C)C)C1=NC=CC=C1 tert-butyl (2R,6S)-4-{7-[6-(methoxymethoxy)-2,7-dimethylindazol-5-yl]-5-(pyridin-2-yl)-1,8-naphthyridin-3-yl}-2,6-dimethylpiperazine-1-carboxylate